2-(3-methyl-1,2,4-oxadiazol-5-yl)benzene-1-sulfonamide CC1=NOC(=N1)C1=C(C=CC=C1)S(=O)(=O)N